N-(2-amino-1-(3-chloro-5-fluorophenyl)ethyl)-1-(5-methyl-2-(((S)-tetrahydrofuran-3-yl)amino)pyrimidin-4-yl)-1H-imidazole-4-carboxamide NCC(C1=CC(=CC(=C1)F)Cl)NC(=O)C=1N=CN(C1)C1=NC(=NC=C1C)N[C@@H]1COCC1